4-fluoro-2-[6-(6-{[(2S)-1-(1H-tetrazol-1-yl)propan-2-yl]oxy}pyrazin-2-yl)imidazo[1,2-b]pyridazin-3-yl]benzonitrile FC1=CC(=C(C#N)C=C1)C1=CN=C2N1N=C(C=C2)C2=NC(=CN=C2)O[C@H](CN2N=NN=C2)C